O-(8,8-difluoro-1,4-dioxa-spiro[4.5]dec-6-ylmethyl)-hydroxylamine FC1(CC(C2(OCCO2)CC1)CON)F